(S)-4-(8-bromo-2-(methylthio)pyrido[3',4':4,5]thieno[2,3-d]pyrimidin-4-yl)-6-methyl-1,4-oxazepan-6-ol BrC1=CN=CC2=C1SC=1N=C(N=C(C12)N1CCOC[C@](C1)(O)C)SC